CC(C#C)(C)N 1,1-dimethyl-prop-2-ynylamine